ClC1=NC(=C(C2=C1C(=CS2)F)C2=C(C=C(C=C2OCCOC)F)F)C(=O)O 4-chloro-7-[2,4-difluoro-6-(2-methoxyethoxy)phenyl]-3-fluoro-thieno[3,2-c]pyridine-6-carboxylic acid